FC(C=1C=C(CCC(=O)O)C=CC1)(F)F 3-(trifluoromethyl)hydrocinnamic acid